CS(=O)(=O)O[C@@H]1[C@H](N(CC1)C1=NC(=CC(=C1C#N)C(F)(F)F)C)C(N(C)C1=CC(=CC=C1)Cl)=O [(2S,3S)-2-[(3-chlorophenyl)-methyl-carbamoyl]-1-[3-cyano-6-methyl-4-(trifluoromethyl)-2-pyridyl]pyrrolidin-3-yl] methanesulfonate